boronochlorosilane benzyl-4-[(Z)-1-methoxycarbonyl-2-(trifluoromethylsulfonyloxy)vinyl]piperidine-1-carboxylate C(C1=CC=CC=C1)OC(=O)N1CCC(CC1)/C(=C/OS(=O)(=O)C(F)(F)F)/C(=O)OC.B(O)(O)[SiH2]Cl